CC1=CC=2C3=C(NC2C=C1)C(N(C=N3)CCC(=O)N3CCN(CC3)C=3C=C(C#N)C=CC3)=O 3-(4-(3-(8-methyl-4-oxo-4,5-dihydro-3H-pyrimido[5,4-b]indol-3-yl)propionyl)piperazin-1-yl)benzonitrile